C(C)(=O)OC1(CN(C1)C(=O)C1=C(C=NC=C1)NC1=C(C=C(C=C1)I)F)[C@H]1NCCCC1 1-({3-[(2-fluoro-4-iodophenyl)amino]Pyridin-4-yl}carbonyl)-3-[(2S)-piperidin-2-yl]Azetidin-3-ol acetate